[Cl-].[Na+] mono-sodium chloride